FC(C=1C(=NC=CN1)CN1C(C(=CC=2C1=NC(=CN2)C)C2CCC(CC2)C=2C(=NC=CC2C)F)=O)F 5-((3-(difluoromethyl)pyrazin-2-yl)methyl)-7-(4-(2-fluoro-4-methylpyridin-3-yl)cyclohexyl)-3-methylpyrido[2,3-b]pyrazin-6(5H)-one